CC=1C=C2C(=NC1)NC=C2 5-Methyl-1H-pyrrolo[2,3-b]pyridine